bromo-3-chloro-2-fluoro-[1,1':4',1''-terphenyl]-2'-ol BrC1=C(C(=C(C=C1)C=1C(=CC(=CC1)C1=CC=CC=C1)O)F)Cl